5-methyl-7,8-dihydro-6H-cyclopenta[5,6]pyrido[2,3-d]pyrimidine-2,4-diol CC1=C2C(=NC=3N=C(N=C(C31)O)O)CCC2